C(C)/C(/C(=O)O)=C\OCC.C(C)O/C=C/C(=O)OCC ethyl (2E)-3-ethoxyprop-2-enoate (ethyl (2E)-3-ethoxyprop-2-enoate)